ClC=1C2=CN(N=C2C=CC1C1=CN(C2=NC(=CN=C21)N2C1CC(CC2CC1)NC(OC(C)(C)C)=O)COCC[Si](C)(C)C)C tert-Butyl N-[exo-8-[7-(4-chloro-2-methyl-2H-indazol-5-yl)-5-{[2-(trimethylsilyl)ethoxy] methyl}-5H-pyrrolo[2,3-b]pyrazin-3-yl]-8-azabicyclo[3.2.1]octan-3-yl]carbamate